3-(N-(3-chloro-1H-indol-7-yl)sulfamoyl)-N-(4-methylphenethyl)benzamide ClC1=CNC2=C(C=CC=C12)NS(=O)(=O)C=1C=C(C(=O)NCCC2=CC=C(C=C2)C)C=CC1